F[P-](F)(F)(F)(F)F.N1(N=NC2=C1C=CC=C2)O[P+](N2CCCC2)(N2CCCC2)N2CCCC2 (benzotriazol-1-yloxy)-tripyrrolidinylphosphonium hexafluorophosphate